[4-(6-Amino-pyridazin-3-yl)-piperidin-1-yl]-[6-methoxy-5-(4-trifluoromethyl-phenyl)-pyridin-2-yl]-methanone NC1=CC=C(N=N1)C1CCN(CC1)C(=O)C1=NC(=C(C=C1)C1=CC=C(C=C1)C(F)(F)F)OC